CN1N=CC(=C1)C1=CC=NC=C1 1-methyl-4-pyridin-4-yl-1H-pyrazol